4-(3-(2,4-difluorophenyl)-1-methyl-1H-pyrazol-4-yl)-7-methoxy-N-(4-methoxybenzyl)pyrido[3,2-d]pyrimidin-6-amine FC1=C(C=CC(=C1)F)C1=NN(C=C1C=1C2=C(N=CN1)C=C(C(=N2)NCC2=CC=C(C=C2)OC)OC)C